5-amino-8-(2,6-dimethylpyridin-4-yl)-7-phenyl-2-(pyrrolidin-2-ylmethyl)-[1,2,4]triazolo[4,3-c]pyrimidin-3(2H)-one NC1=NC(=C(C=2N1C(N(N2)CC2NCCC2)=O)C2=CC(=NC(=C2)C)C)C2=CC=CC=C2